CC=1C=C(C(=NC1)C(=O)N1[C@@H]2[C@@H](C[C@H](C1)CC2)NC2=NC=C(C=C2)C(F)(F)F)C2=NC=CC=C2 (5'-methyl-[2,3'-bipyridin]-2'-yl)((1S,4R,6R)-6-((5-(trifluoromethyl)pyridin-2-yl)amino)-2-azabicyclo[2.2.2]octan-2-yl)methanone